1-(5,5-dimethylpiperidin-3-yl)-N,N-dimethylmethanamine CC1(CC(CNC1)CN(C)C)C